BrC=1C(=C(C=C(C1)Br)NC(=O)NC1=CC(=NC=C1)Br)CO 1-(3,5-dibromo-2-hydroxymethylphenyl)-3-(2-bromopyridin-4-yl)urea